FC=1C=C(C=CC1F)CC(=O)O (3,4-difluorophenyl)acetic acid